(5-((4-bromophenyl)thio)-4-methylthiazol-2-yl)carbamic acid tert-butyl ester C(C)(C)(C)OC(NC=1SC(=C(N1)C)SC1=CC=C(C=C1)Br)=O